Methyl 3-(4-(5-((2-chlorophenyl)amino)-1H-indazol-1-yl)thiophene-2-carboxamido)azetidine-1-carboxylate ClC1=C(C=CC=C1)NC=1C=C2C=NN(C2=CC1)C=1C=C(SC1)C(=O)NC1CN(C1)C(=O)OC